2-(1-(4-((4-((R)-1-(((S)-1-fluoropropan-2-yl)amino)-3-(5-hydroxy-6-oxo-1,6-dihydropyrimidin-4-yl)propan-2-yl)phenyl)ethynyl)benzyl)azetidin-3-yl)acetonitrile FC[C@H](C)NC[C@H](CC=1N=CNC(C1O)=O)C1=CC=C(C=C1)C#CC1=CC=C(CN2CC(C2)CC#N)C=C1